N[C@@H](CC(=O)N1CCN(CC1)C1=NC=C(C=N1)C(F)(F)F)COC (3S)-3-amino-4-methoxy-1-[4-[5-(trifluoromethyl)pyrimidin-2-yl]piperazin-1-yl]butan-1-one